2-(3-formylstyryl)-pyridinium C(=O)C=1C=C(C=CC2=[NH+]C=CC=C2)C=CC1